2,2,2-trifluoro-1-(5-nitroisoindolin-2-yl)ethan-1-one FC(C(=O)N1CC2=CC=C(C=C2C1)[N+](=O)[O-])(F)F